ClC1=C(C=CC2=C1C(=NCC=1N2C=NC1C(=O)OC)C1=C(C=CC(=C1)OC)F)C(F)(F)F methyl 7-chloro-6-(2-fluoro-5-methoxy-phenyl)-8-(trifluoromethyl)-4H-imidazo[1,5-a][1,4]benzodiazepine-3-carboxylate